3,4-dichloro-3-cyclobutene ClC=1CCC1Cl